COC(COCCO)C1=CC=CC2=CC3=CC=CC=C3C=C12 anthryl-diethylene glycol monomethyl ether